The molecule is an acyl-CoA(4-) arising from deprotonation of the phosphate and diphosphate functions of arachidonoyl-CoA. It has a role as a human metabolite. It is a polyunsaturated fatty acyl-CoA(4-) and an (11Z)-Delta(11)-fatty acyl-CoA(4-). It is a conjugate base of an arachidonoyl-CoA. CCCCC/C=C\\C/C=C\\C/C=C\\C/C=C\\CCCC(=O)SCCNC(=O)CCNC(=O)[C@@H](C(C)(C)COP(=O)([O-])OP(=O)([O-])OC[C@@H]1[C@H]([C@H]([C@@H](O1)N2C=NC3=C(N=CN=C32)N)O)OP(=O)([O-])[O-])O